(3R)-4-(7-chloro-3-(3-methyl-1-(tetrahydro-2H-pyran-2-yl)-1H-pyrazol-5-yl)isothiazolo[4,5-b]pyridin-5-yl)-3-methylmorpholine ClC1=C2C(=NC(=C1)N1[C@@H](COCC1)C)C(=NS2)C2=CC(=NN2C2OCCCC2)C